C(CCC)[C@@H]1N([C@H](C2=CC=C(C=C2C1)OC)C1CCCCC1)C(C#C)=O 1-((1S,3S)-3-butyl-1-cyclohexyl-6-methoxy-3,4-dihydroisoquinoline-2(1H)-yl)prop-2-yn-1-one